(2S,4S)-4-[3-(3-bromo-2-methyl-phenoxy)propyl]-2-methyl-piperidine BrC=1C(=C(OCCC[C@@H]2C[C@@H](NCC2)C)C=CC1)C